2-((2-((4-(4-(2-((2,6-dioxopiperidin-3-yl)amino)benzyl)piperazin-1-yl)-2-isopropoxy-5-methylphenyl)amino)-5-(trifluoromethyl)pyridin-4-yl)amino)-N-methylbenzamide O=C1NC(CCC1NC1=C(CN2CCN(CC2)C2=CC(=C(C=C2C)NC2=NC=C(C(=C2)NC2=C(C(=O)NC)C=CC=C2)C(F)(F)F)OC(C)C)C=CC=C1)=O